C(C)(C)(C)OC(=O)N1[C@H]([C@@H]([C@H](C1)OC(=O)OC(C)(C)C)OC(C)=O)CC1=CC=C(C=C1)C1=CC(=C(C=C1)F)F.CC(C=C)(CCC)C 3,3-dimethyl-hexene tert-butyl-(2S,3S,4S)-3-(acetyloxy)-4-[(tert-butoxycarbonyl)oxy]-2-({3',4'-difluoro-[1,1'-biphenyl]-4-yl}methyl)pyrrolidine-1-carboxylate